CN[C@@H](CC1=CC=CC=C1)CO N-Methyl-L-Phenylalaninol